C(C)(C)N1N=CC(=C1)C1=CC(=NC=C1)N(C(=O)[C@@H]1CC[C@H](CC1)CC(=O)O)CC12CCC(CC1)(CC2)C=2C=NC(=C(C2)C)OC trans-2-(4-((4-(1-Isopropyl-1H-pyrazol-4-yl)pyridin-2-yl)((4-(6-methoxy-5-methylpyridin-3-yl)bicyclo[2.2.2]octan-1-yl)methyl)carbamoyl)cyclohexyl)acetic acid